7-[(8aS)-hexahydropyrrolo[1,2-a]pyrazin-2(1H)-yl]-2-(2-methyl-1,3-benzothiazol-6-yl)-4H-pyrido[1,2-a]pyrimidin-4-one C1[C@H]2N(CCN1C=1C=CC=3N(C(C=C(N3)C3=CC4=C(N=C(S4)C)C=C3)=O)C1)CCC2